N1=CC=C(C=2OC[C@H]3N(C21)CCC3)SC=3C=2N(C(=NC3)N3CCC1([C@@H](C=4N(N=CC4)C1)N)CC3)C=CN2 (S)-1-(8-(((S)-6a,7,8,9-tetrahydro-6H-pyrido[3,2-b]pyrrolo[1,2-d][1,4]oxazin-4-yl)thio)imidazo[1,2-c]pyrimidin-5-yl)-4'H,6'H-spiro[piperidin-4,5'-pyrrolo[1,2-b]pyrazol]-4'-amine